8-[1-[(2-bromo-3-pyridyl)amino]ethyl]-3,6-dimethyl-2-morpholino-chromen-4-one BrC1=NC=CC=C1NC(C)C=1C=C(C=C2C(C(=C(OC12)N1CCOCC1)C)=O)C